CC1(N(CCNC1)C(=O)OC(C)(C)C)C 2,2-dimethylpiperazine-1-carboxylic acid, tert-butyl ester